N-(2,3-dimethylbutyl)cyclohexane-1,3-diamine CC(CNC1CC(CCC1)N)C(C)C